CC1=CC=2N(N=C1N1CC=3C=C(C=NC3CC1)C=1C=NC(=CC1)C)C(C=C(N2)C(=O)O)=O 8-Methyl-7-(3-(6-methylpyridin-3-yl)-7,8-dihydro-1,6-naphthyridin-6(5H)-yl)-4-oxo-4H-pyrimido[1,2-b]pyridazine-2-carboxylic acid